(S)-2-Hydroxy-5-methylhexan-3-one O[C@@H](C)C(CC(C)C)=O